Methyl (Z)-1-(4-amino-2-fluorobut-2-en-1-yl)-4-(3-(N-cyclopropylsulfamoyl)phenyl)-2-methyl-1H-benzo[d]imidazole-6-carboxylate NC\C=C(\CN1C(=NC2=C1C=C(C=C2C2=CC(=CC=C2)S(NC2CC2)(=O)=O)C(=O)OC)C)/F